FC1=C(C=C(C(=C1)OC)NC1=NC=NC(=C1)C1=CN(C2=CC(=CC=C12)F)CCCO)NC(CC)=O N-(2-fluoro-5-((6-(6-fluoro-1-(3-hydroxypropyl)-1H-indol-3-yl)pyrimidin-4-yl)amino)-4-methoxyphenyl)propanamide